OCC1CCN(CC1)CCCCSC1=CC=CC=C1 4-(4-(hydroxymethyl)piperidin-1-yl)-1-(phenylthio)butan